C(C)(C)(C)NS(=O)(=O)C1=CC=C(C=C1)NC(=O)C1NCC2=CC=CC=C2C1 N-(4-(N-tert-butylsulfamoyl)phenyl)-1,2,3,4-tetrahydroisoquinoline-3-carboxamide